N-((8-(4-(trifluoromethyl)phenyl)imidazo[1,2-a]pyrazin-6-yl)methyl)acrylamide FC(C1=CC=C(C=C1)C=1C=2N(C=C(N1)CNC(C=C)=O)C=CN2)(F)F